CC=1C=C(C=C(C1C(=O)O)C)C1=CC(=C(C(=C1)C)C(=O)O)C 3,3',5,5'-tetramethyl-[1,1'-biphenyl]-4,4'-dicarboxylic acid